N1(CCNCC1)C(=O)[O-] piperazine-1-carboxylat